4,4'-[1-{4-[1-(3-ethyl-4-hydroxyphenyl)-1-methylethyl]phenyl}ethylene]bis(2-ethylphenol) C(C)C=1C=C(C=CC1O)C(C)(C)C1=CC=C(C=C1)C(CC1=CC(=C(C=C1)O)CC)C1=CC(=C(C=C1)O)CC